tert-butyl ((5-(hydroxymethyl)thiophen-2-yl)methyl)carbamate OCC1=CC=C(S1)CNC(OC(C)(C)C)=O